FC(CNC1CCC(CC1)N1N=CC=2C1=C(N=C(C2)N2C=NC=C2)C(=O)N)F ((1r,4r)-4-((2,2-difluoroethyl)amino)cyclohexyl)-5-(1H-imidazol-1-yl)-1H-pyrazolo[3,4-c]pyridine-7-carboxamide